O[C@@H]1C[C@H]([C@H]2CO[C@@H]1O2)OC (1R,2R,4R,5R)-4-hydroxy-2-methoxy-6,8-dioxabicyclo[3.2.1]octane